4-bromo-1,6-naphthyridine BrC1=CC=NC2=CC=NC=C12